N1=NC=C2N1C=C(C=C2)C(=O)O triazolo[1,5-a]pyridine-6-carboxylic acid